6-((1R,3R)-3-(1-Isopropyl-3-(5-(trifluoromethyl)pyridin-3-yl)-1H-pyrazol-5-yl)cyclopentyl)-2-thia-6-azaspiro[3.4]octane 2,2-dioxide C(C)(C)N1N=C(C=C1[C@H]1C[C@@H](CC1)N1CC2(CS(C2)(=O)=O)CC1)C=1C=NC=C(C1)C(F)(F)F